CN(C1C[C@H]2CCC[C@@H](C1)N2C(=O)OC2CCOCC2)C2=NC(=CC(=N2)NC2=NNC(=C2)C)C2OCCC2 tetrahydro-2H-pyran-4-yl (1R,3s,5S)-3-(methyl(4-((5-methyl-1H-pyrazol-3-yl)amino)-6-(tetrahydrofuran-2-yl)pyrimidin-2-yl)amino)-9-azabicyclo[3.3.1]nonane-9-carboxylate